FC=1C(=NC(=NC1)N1CCC(CC1)C(=O)NCC1=C(C(=CC(=C1)F)F)F)C1=NC=NN1C 1-(5-fluoro-4-(1-methyl-1H-1,2,4-triazol-5-yl)pyrimidin-2-yl)-N-(2,3,5-trifluorobenzyl)piperidine-4-carboxamide